COC1=CC=2C=3N(C(=NC2C=C1)N[C@H]1C(NCCCC1)=O)N=C(N3)C=3C=NN(C3)C (3R)-3-{[9-methoxy-2-(1-methyl-1H-pyrazol-4-yl)[1,2,4]triazolo[1,5-c]quinazolin-5-yl]amino}azepan-2-one